NC(C(C=1C=NC=C(C1)C)OS(=O)(=O)C)=O methanesulfonic acid 2-amino-1-(5-methylpyridin-3-yl)-2-oxoethyl ester